FC1=CC(=CC=C1)COC1=CC=C(C=C1)[N+](=O)[O-] 1-fluoro-3-((4-nitrophenoxy)methyl)benzene